3,5-Dibromopyridine BrC=1C=NC=C(C1)Br